(1R,2S,5S)-3-((S)-2-amino-2-((1r,3R,5R,7S)-3-hydroxyadamantan-1-yl)acetyl)-6,6-dimethyl-3-azabicyclo[3.1.0]hexane-2-carboxylic acid N[C@H](C(=O)N1[C@@H]([C@H]2C([C@H]2C1)(C)C)C(=O)O)C12CC3(C[C@H](C[C@@H](C1)C3)C2)O